CC1=C(C=C(C=C1)CC(=O)OCC)OCC1=C(C=CC=C1)CN1C(=NC2=C1C=CC=C2)C2=CC=C(C=C2)OC(F)(F)F Ethyl 2-(4-methyl-3-((2-((2-(4-(trifluoromethoxy)phenyl)-1H-benzo[d]imidazol-1-yl)methyl)benzyl)oxy)phenyl)acetate